(S)-N-methyl-1-(7-(8-methylnaphthalen-1-yl)-2-((1-methylpyrrolidin-2-yl)methoxy)-5,6,7,8-tetrahydropyrido[3,4-d]pyrimidin-4-yl)piperidin-4-amine CNC1CCN(CC1)C=1C2=C(N=C(N1)OC[C@H]1N(CCC1)C)CN(CC2)C2=CC=CC1=CC=CC(=C21)C